phenyl-1-butene C1(=CC=CC=C1)C=CCC